C(C)(C)(C)OC(N(C)CCNS(=O)(=O)C1=CC(=CC(=C1)F)N)=O.NC1=C(C=C(C=C1)OC)NCCNC(C)=O N-(2-((2-amino-5-methoxyphenyl)amino)ethyl)acetamide tert-butyl-N-[2-[(3-amino-5-fluoro-phenyl)sulfonylamino]ethyl]-N-methyl-carbamate